Isostearylmyristat C(CCCCCCCCCCCCCCC(C)C)OC(CCCCCCCCCCCCC)=O